(S)-4-(3-(but-2-ynamido)piperidin-1-yl)-2-methyl-1H-imidazo[4,5-c]pyridine C(C#CC)(=O)N[C@@H]1CN(CCC1)C1=NC=CC2=C1N=C(N2)C